(1R,3R,5R)-N-((R)-(4-chloro-2,5-difluorophenyl)(3-oxetanyl)methyl)-2-((4-cyclopropyl-2-pyridinyl)carbonyl)-2-azabicyclo[3.1.0]hexane-3-carboxamide ClC1=CC(=C(C=C1F)[C@H](NC(=O)[C@@H]1N([C@@H]2C[C@@H]2C1)C(=O)C1=NC=CC(=C1)C1CC1)C1COC1)F